FC(C1=CC(=NN1C)C(=O)O\N=C(/N)\C1(CC1)C1=NC=CC=C1C)F (Z)-N'-((5-(difluoromethyl)-1-methyl-1H-pyrazole-3-carbonyl)oxy)-1-(3-methylpyridin-2-yl)cyclopropane-1-carboximidamide